tert-butyl 5-(4-(8-chloro-7-((2-methyl-1-((2-(trimethylsilyl)ethoxy) methyl)-1H-benzo[d]imidazol-6-yl)oxy)quinoxalin-2-yl)-1H-pyrazol-1-yl)-2-azabicyclo[2.2.1]heptane-2-carboxylate ClC=1C(=CC=C2N=CC(=NC12)C=1C=NN(C1)C1C2CN(C(C1)C2)C(=O)OC(C)(C)C)OC=2C=CC1=C(N(C(=N1)C)COCC[Si](C)(C)C)C2